C(C)(=O)NC=1C=C(CNC2=C(C=CC=C2)/C=C/C(=O)NO)C=CC1 (E)-3-(2-((3-acetamidobenzyl)amino)phenyl)-N-hydroxyacrylamide